The molecule is the conjugate base of (R)-indole-3-lactic acid. It derives from a propionate. It is a conjugate base of a (R)-indole-3-lactic acid. C1=CC=C2C(=C1)C(=CN2)C[C@H](C(=O)[O-])O